C1(=CC=CC=C1)C1=CC=2C=CC=CC2C=2C3=C(OC21)C(=CC=C3)NC3=CC=CC=C3 N-(6-phenylbenzo[b]naphtho[1,2-d]furan-8-yl)phenylamine